FC1=CC=CC2=C1NC(=N2)C2=CC(=NN2)NC(=O)C=2C=NC(=CC2)N2CCOCC2 N-[5-(7-fluoro-1H-benzimidazol-2-yl)-1H-pyrazol-3-yl]-6-morpholino-pyridine-3-carboxamide